C(C)S(=O)(=O)N1CCC(CC1)COC=1C(C=C(OC1)CN1CC2=CC=CC=C2C1)=O 5-((1-(ethylsulfonyl)piperidin-4-yl)methoxy)-2-(isoindolin-2-ylmethyl)-4H-pyran-4-one